NCC1=NNC(C2=C(C=C(C=C12)C=1C=NN(C1C1=C(C=2C=C(C=NC2C(=C1F)C)Cl)C#N)C)Cl)=O (M)-6-(4-(4-(aminomethyl)-8-chloro-1-oxo-1,2-dihydrophthalazin-6-yl)-1-methyl-1H-pyrazol-5-yl)-3-chloro-7-fluoro-8-methylquinoline-5-carbonitrile